(S)-dimethyl 5-(1-benzyl-1H-naphtho[1,8-de][1,3,2]diazaborinin-2(3H)-yl)-6-pentyl-4,7-diphenyl-1,3-dihydro-2H-indene-2,2-dicarboxylate C(C1=CC=CC=C1)N1B(NC2=C3C1=CC=CC3=CC=C2)C=2C(=C3CC(CC3=C(C2CCCCC)C2=CC=CC=C2)(C(=O)OC)C(=O)OC)C2=CC=CC=C2